CC=1N(C(C2=C(N1)C(=NC(=C2)N2C[C@H](OC1(CCC1)C2)C=2C=NN(C2)C)C2=C(C=C(C(=C2)F)F)F)=O)C (R)-2,3-dimethyl-6-(6-(1-methyl-1H-pyrazol-4-yl)-5-oxa-8-azaspiro[3.5]nonan-8-yl)-8-(2,4,5-trifluorophenyl)pyrido[3,4-d]pyrimidin-4(3H)-one